ClC=1C(=C2C(=C(N=C(C2=CN1)O)CCCC(C)=O)C)F 5-(6-chloro-5-fluoro-1-hydroxy-4-methyl-2,7-naphthyridin-3-yl)pentan-2-one